1-methyl-1-stearylaminoethyl-2-stearoylimidazoline methyl-sulfate COS(=O)(=O)O.CC(C)(NCCCCCCCCCCCCCCCCCC)N1C(=NCC1)C(CCCCCCCCCCCCCCCCC)=O